N-((R)-2-(2-((1S,5S)-3-oxabicyclo[3.1.0]hexane-6-carboxamido)pyridin-4-yl)-6,7,8,9-tetrahydro-5H-benzo[7]annulen-5-yl)-3-(tert-butyl)-1,2,4-oxadiazole-5-carboxamide [C@@H]12COC[C@@H]2C1C(=O)NC1=NC=CC(=C1)C=1C=CC2=C(CCCC[C@H]2NC(=O)C2=NC(=NO2)C(C)(C)C)C1